ClC1=C(C(=CC=C1)C)C1=NOC(=C1CO[C@H]1[C@@H]2CN([C@H](C1)C2)C=2SC1=C(N2)C(=CC(=C1)C(=O)O)O[C@@H]1COCC1)C1CC1 2-((1S,4S,5R)-5-((3-(2-chloro-6-methylphenyl)-5-cyclopropylisoxazol-4-yl)methoxy)-2-azabicyclo[2.2.1]heptan-2-yl)-4-(((S)-tetrahydrofuran-3-yl)oxy)benzo[d]thiazole-6-carboxylic acid